C(C)(C)(C)C=1C=C(C=C(C1O)C(C)(C)C)CCC(=O)OC1CC(NC(C1)(C)C)(C)C 4-[3-(3,5-di-tert-butyl-4-hydroxyphenyl)-propionyloxy]-2,2,6,6-tetramethylpiperidine